NC1=C(C(N(C2=NC(=CC=C12)NCC(F)(F)F)C1=CC=C(C=C1)Cl)=O)C(=O)OC methyl 4-amino-1-(4-chlorophenyl)-2-oxo-7-((2,2,2-trifluoroethyl)amino)-1,2-dihydro-1,8-naphthyridine-3-carboxylate